C1(=CC=C(C=C1)NC1=C(C=CC=C1)C(C)=O)C 1-(2-(p-toluylamino)phenyl)ethan-1-one